[3-[1-[(3,3-difluorocyclobutyl)methyl]pyrazol-4-yl]-5-iodo-quinoxalin-6-yl]oxy-2-nitro-aniline FC1(CC(C1)CN1N=CC(=C1)C=1C=NC2=CC=C(C(=C2N1)I)ONC1=C(C=CC=C1)[N+](=O)[O-])F